(1S,3R)-N1-{[4-(1,3-oxazol-2-yl)phenyl]methyl}-N3-[6-(2,2,2-trifluoroethyl)thieno[2,3-d]pyrimidin-4-yl]cyclohexane-1,3-diamine hydrochloride Cl.O1C(=NC=C1)C1=CC=C(C=C1)CN[C@@H]1C[C@@H](CCC1)NC=1C2=C(N=CN1)SC(=C2)CC(F)(F)F